N-(5-(1-(4-(2-hydroxy-2-methylpropoxy)phenyl)vinyl)-8-(methylamino)-2,7-naphthyridin-3-yl)cyclopropanecarboxamide OC(COC1=CC=C(C=C1)C(=C)C1=C2C=C(N=CC2=C(N=C1)NC)NC(=O)C1CC1)(C)C